3,5-bistrifluoromethylbiphenylboronic acid FC(C1=C(C(=CC(=C1)C(F)(F)F)C1=CC=CC=C1)B(O)O)(F)F